C1(CCCC1)C=CC[C@@H](C(=O)NC)NC(OC(C)(C)C)=O tert-butyl (S)-(5-cyclopentyl-1-(methylamino)-1-oxopent-4-en-2-yl)carbamate